BrC1=C2CCC(NC2=CC=C1)=O 5-bromo-3,4-dihydroquinolin-2(1H)-one